methyl N-[5-[6-[(4-fluorophenyl)-[(1-methylpyrazol-4-yl)methyl]carbamoyl]imidazo[1,2-a]pyridin-3-yl]-2-pyridyl]carbamate FC1=CC=C(C=C1)N(C(=O)C=1C=CC=2N(C1)C(=CN2)C=2C=CC(=NC2)NC(OC)=O)CC=2C=NN(C2)C